COC(CC[C@H]1C=2N(C3=C(C(=N1)C1=NC=CC=C1)C=C(C=C3)Br)C(=CN2)C)=O.C2(CCCCCCCCCN2)=O decano-10-lactam (S)-methyl-3-(8-bromo-1-methyl-6-(pyridin-2-yl)-4H-benzo[f]imidazo[1,2-a][1,4]diazepin-4-yl)propanoate